C1(CC1)C=1N=CN(C1)C1=C(C=C(C=C1)C1=NC=C(C(=N1)N)F)C 2-[4-(4-cyclopropylimidazol-1-yl)-3-methyl-phenyl]-5-fluoro-pyrimidin-4-amine